B(O)(O)C=1C=CC(=C(C(=O)O)C1)OC(F)(F)F 5-borono-2-(trifluoromethoxy)benzoic acid